(+/-)-4-methyl-6-(2-(2-methyl-4-(methylsulfonyl)phenyl)azepan-1-yl)pyrimidin-2-amine CC1=NC(=NC(=C1)N1[C@H](CCCCC1)C1=C(C=C(C=C1)S(=O)(=O)C)C)N |r|